FC(N1C2=C(C=3C=CC(=CC13)C=1C=CC(=NC1)N1CCC(CC1)CN1CCN(CC1)C=1C=C3CN(C(C3=CC1)=O)C1C(NC(CC1)=O)=O)C=NC=C2)F 3-(5-(4-((1-(5-(5-(difluoromethyl)-5H-pyrido[4,3-b]indol-7-yl)pyridin-2-yl)piperidin-4-yl)methyl)piperazin-1-yl)-1-oxoisoindolin-2-yl)piperidine-2,6-dione